(R)-3-(1-((6-(1-(fluoromethyl)cyclopropyl)-8-methoxy-2-methyl-7-oxo-6,7-dihydropyrido[4,3-d]pyrimidin-4-yl)amino)ethyl)-2-methylbenzonitrile FCC1(CC1)N1C=C2C(N=C(N=C2N[C@H](C)C=2C(=C(C#N)C=CC2)C)C)=C(C1=O)OC